ClC1=C(C=CC=C1Cl)N1CCN(CC1)CCC1(CCC1)NC(=O)C1=C(C=NO1)C N-(Cis-(2-(4-(2,3-dichlorophenyl)piperazin-1-yl)ethyl)cyclobutyl)-4-methylisoxazole-5-carboxamide